6-(pyrrolidin-1-yl)-3,4-dihydronaphthalen-1(2H)-one N1(CCCC1)C=1C=C2CCCC(C2=CC1)=O